COC(=O)C1=CC2=C3C=CNC3=CC=C2N1 3,6-dihydropyrrolo[3,2-e]indole-2-carboxylic acid methyl ester